O[C@@H]1C[C@H](CC1)NC1=NC=C2N=C(N(C2=N1)C1CCC(CC1)C(=O)N)NC1=C(C=C(C=C1Cl)Cl)Cl (1R,4s)-4-(2-((1S,3S)-3-hydroxycyclopentylamino)-8-(2,4,6-trichlorophenylamino)-9H-purin-9-yl)cyclohexanecarboxamide